tert-butyl cis-1-((S)-1-hydroxypropyl)-3-methyl-6-azabicyclo[3.1.1]heptane-6-carboxylate O[C@@H](CC)C12CC(CC(N1C(=O)OC(C)(C)C)C2)C